dinonyl 6,6'-((2-chloroethyl)azanediyl)dihexanoate ClCCN(CCCCCC(=O)OCCCCCCCCC)CCCCCC(=O)OCCCCCCCCC